3-azido-6'-chloro-2'-(2-hydroxyethyl)-1',2'-dihydro-3'H-spiro[cyclobutane-1,4'-isoquinoline]-3'-one N(=[N+]=[N-])C1CC2(C(N(CC3=CC=C(C=C23)Cl)CCO)=O)C1